O1COC2=C1C=CC(=C2)C2=CC=C(N=N2)NC2[C@@H]1CN(C[C@H]21)CC2CCOCC2 (1R,5S,6s)-N-[6-(1,3-benzodioxol-5-yl)pyridazin-3-yl]-3-(tetrahydropyran-4-ylmethyl)-3-azabicyclo[3.1.0]hexan-6-amine